[F-].C(CCC)[NH+]1C=C(C=C1)C 1-Butyl-3-Methylpyrrolium fluorid